tert-butyl (4-(6-bromopyrrolo[2,1-f][1,2,4]triazin-4-yl)-2-(difluoromethyl)benzyl)carbamate BrC=1C=C2C(=NC=NN2C1)C1=CC(=C(CNC(OC(C)(C)C)=O)C=C1)C(F)F